N3-(5-bromo-2-chloropyrimidin-4-yl)-N2,N2-dimethylpyridine-2,3-diamine BrC=1C(=NC(=NC1)Cl)NC=1C(=NC=CC1)N(C)C